CC=1C(=NC(=NC1)NC1=CC=NN1C)C=1N=C(OC1)C(=O)NCC1OCCC1 4-(5-methyl-2-((1-methyl-1H-pyrazol-5-yl)amino)pyrimidin-4-yl)-N-((tetrahydrofuran-2-yl)methyl)oxazole-2-carboxamide